7-((6-(1-ethylpiperidin-4-yl)pyridin-3-yl)amino)-1-methyl-3-(2-methyl-5-(5-(2-(trifluoromethoxy)phenyl)-1H-imidazol-2-yl)phenyl)-3,4-dihydropyrimido[4,5-d]pyrimidin-2(1H)-one C(C)N1CCC(CC1)C1=CC=C(C=N1)NC1=NC=C2C(=N1)N(C(N(C2)C2=C(C=CC(=C2)C=2NC(=CN2)C2=C(C=CC=C2)OC(F)(F)F)C)=O)C